(S)-4-bromophenylethylamine BrC1=CC=C(C=C1)CCN